4-(3-methoxyphenyl)-2-(3-(1-((4-methyl-4H-1,2,4-triazol-3-yl)thio)ethyl)phenyl)-2H-1,2,3-triazole COC=1C=C(C=CC1)C1=NN(N=C1)C1=CC(=CC=C1)C(C)SC1=NN=CN1C